O=S1(N=CC2=C1C=CC=C2)=O 1,1-dioxo-1,2-Benzisothiazole